9-((5-((4-chlorobenzyl)thio)-4-phenyl-4H-1,2,4-triazol-3-yl)methyl)-9H-carbazole ClC1=CC=C(CSC=2N(C(=NN2)CN2C3=CC=CC=C3C=3C=CC=CC23)C2=CC=CC=C2)C=C1